(1s,4s)-4-(((tert-butyldiphenylsilyl)oxy)methyl)-1-(2-hydroxyethyl)cyclohexan-1-ol [Si](C1=CC=CC=C1)(C1=CC=CC=C1)(C(C)(C)C)OCC1CCC(CC1)(O)CCO